((1R,5S,6s)-6-((4-(2-aminopropan-2-yl)-6-(4-fluorophenyl)pyridin-2-yl)oxy)-3-azabicyclo[3.1.0]hexan-3-yl)(4-ethyl-2-(1H-1,2,4-triazol-3-yl)thiazol-5-yl)methanone NC(C)(C)C1=CC(=NC(=C1)C1=CC=C(C=C1)F)OC1[C@@H]2CN(C[C@H]12)C(=O)C1=C(N=C(S1)C1=NNC=N1)CC